C1(CC1)C(\C=C\OC)=O (E)-1-cyclopropyl-3-methoxy-prop-2-en-1-one